COC1=C(NCC#CC2=CC(=C3C=CN(C3=C2)CC(F)(F)F)NS(=O)(=O)C2CCN(CC2)C(=O)OC(C)(C)C)C=CC(=C1)S(=O)(=O)C tert-butyl 4-[[6-[3-(2-methoxy-4-methylsulfonyl-anilino)prop-1-ynyl]-1-(2,2,2-trifluoroethyl)indol-4-yl]sulfamoyl]piperidine-1-carboxylate